(2R,3R)-3-((2-(1H-pyrazol-1-yl)ethyl)disulfanyl)-2-(2,5-difluorophenyl)-1-(1H-1,2,4-triazol-1-yl)butan-2-ol N1(N=CC=C1)CCSS[C@@H]([C@@](CN1N=CN=C1)(O)C1=C(C=CC(=C1)F)F)C